[3-(6,8-Difluoro-imidazo[1,2-a]pyridin-3-yl)-1-(2,2,2-trifluoro-ethyl)-1H-pyrazolo[4,3-c]pyridin-6-yl]-(4-hydroxy-2,2-dimethyl-piperidin-1-yl)-methanon FC=1C=C(C=2N(C1)C(=CN2)C2=NN(C1=C2C=NC(=C1)C(=O)N1C(CC(CC1)O)(C)C)CC(F)(F)F)F